ClCC(=O)NCC1CCN(CC1)S(=O)(=O)C1=C(C=CC=C1)F 2-Chloro-N-((1-((2-fluorophenyl)sulfonyl)piperidin-4-yl)methyl)acetamide